(S)-2-(((2S,3R,4S,5R,6R)-3,5-dihydroxy-6-(hydroxymethyl)-4-(4-(3,4,5-trifluorophenyl)-1H-1,2,3-triazol-1-yl)tetrahydro-2H-pyran-2-yl)thio)-N,3-diethyl-3-hydroxy-N-methylpentanamide O[C@H]1[C@@H](O[C@@H]([C@@H]([C@@H]1N1N=NC(=C1)C1=CC(=C(C(=C1)F)F)F)O)CO)S[C@H](C(=O)N(C)CC)C(CC)(O)CC